3-{4-[(3S,5S)-3-methyl-5-(1-methyl-1H-pyrazol-4-yl)-piperidin-1-yl]-pyrimidin-2-yl}-6-trifluoromethyl-imidazo[1,2-a]pyridine C[C@@H]1CN(C[C@@H](C1)C=1C=NN(C1)C)C1=NC(=NC=C1)C1=CN=C2N1C=C(C=C2)C(F)(F)F